C1(=CC=CC=C1)C=1NC2=C(N1)C=CC(=C2)S(=O)(=O)O 2-phenyl-3H-benzimidazole-5-sulfonic acid